methyl-3-trifluoroacetylindole CC=1NC2=CC=CC=C2C1C(C(F)(F)F)=O